[(R)-2,2,2-trifluoro-1-(4-piperidyl)ethyl][p-(4-morpholino-1-{[2-(trimethylsilyl)ethoxy]methyl}-1H-1,5,7-triazainden-2-yl)phenyl]amine FC([C@@H](C1CCNCC1)NC1=CC=C(C=C1)C=1N(C2=NC=NC(=C2C1)N1CCOCC1)COCC[Si](C)(C)C)(F)F